N-pentyl-2-hydroxyethylamine C(CCCC)NCCO